3-thiophenemethanethiol S1C=C(C=C1)CS